tert-butyl (5-methyl-1-(tetrahydro-2H-pyran-2-yl)-1H-indazol-4-yl)carbamate CC=1C(=C2C=NN(C2=CC1)C1OCCCC1)NC(OC(C)(C)C)=O